N-(4-(1-methyl-4-(trifluoromethyl)-1H-imidazol-2-yl)benzyl)-2-(4-(methylthio)phenyl)-9-(tetrahydro-2H-pyran-2-yl)-9H-purin-6-amine CN1C(=NC(=C1)C(F)(F)F)C1=CC=C(CNC2=C3N=CN(C3=NC(=N2)C2=CC=C(C=C2)SC)C2OCCCC2)C=C1